FC=1C=C2C(CC(C2=CC1)=O)=O 5-fluoro-1H-indene-1,3(2H)-dione